(phenylsulfonyl)phthalazin-1(2H)-one C1(=CC=CC=C1)S(=O)(=O)N1C(C2=CC=CC=C2C=N1)=O